2-(4-(((6-(cyclopropyl((6-(trifluoromethyl)pyridin-3-yl)methyl)amino)-5-fluoropyrimidin-4-yl)amino)methyl)-3-hydroxypiperidin-1-yl)acetamide C1(CC1)N(C1=C(C(=NC=N1)NCC1C(CN(CC1)CC(=O)N)O)F)CC=1C=NC(=CC1)C(F)(F)F